COC(=O)C1CCC(CC1)S(=O)(=O)N1CC2(C1)CC(C2)NC(=O)NCC2=CC=C(C=C2)OC 4-((6-(3-(4-methoxybenzyl)ureido)-2-azaspiro[3.3]hept-2-yl)sulfonyl)cyclohexane-1-carboxylic acid methyl ester